3-fluoro-4-(methoxymethyl)benzonitrile FC=1C=C(C#N)C=CC1COC